Calcium methanedisulfonate C(S(=O)(=O)[O-])S(=O)(=O)[O-].[Ca+2]